{(2R,5R)-5-methyl-2-[(pyridine-2-ylsulfanyl)methyl]thiomorpholin-4-yl}[2-(2H-1,2,3-triazol-2-yl)phenyl]methanone C[C@@H]1CS[C@H](CN1C(=O)C1=C(C=CC=C1)N1N=CC=N1)CSC1=NC=CC=C1